(R,E)-2-cyano-N-(1-(3,4-dimethoxyphenyl)ethyl)-3-(5-(pyrimidin-5-yl)-1H-pyrrolo[2,3-b]pyridin-3-yl)acrylamide C(#N)/C(/C(=O)N[C@H](C)C1=CC(=C(C=C1)OC)OC)=C\C1=CNC2=NC=C(C=C21)C=2C=NC=NC2